(1s,4s)-4-((5-((7-oxabicyclo[2.2.1]heptan-2-yl)ethynyl)-2-chloropyridin-4-yl)amino)cyclohexan-1-ol [C@@H]12C(C[C@H](CC1)O2)C#CC=2C(=CC(=NC2)Cl)NC2CCC(CC2)O